tert-butyl (2S,3R)-2-(((tert-butyldimethylsilyl)oxy)methyl)-3-(1H-1,2,4-triazol-1-yl)azetidine-1-carboxylate [Si](C)(C)(C(C)(C)C)OC[C@H]1N(C[C@H]1N1N=CN=C1)C(=O)OC(C)(C)C